ClC1=CC=C(C=C1)C1=C2C(=C(N=N1)N[C@H]1CN(CCC1)C)C=NC=C2 (R)-1-(4-chlorophenyl)-N-(1-methylpiperidin-3-yl)pyrido[3,4-d]pyridazin-4-amine